CC(C)OC(=O)C1NCC1 azetidin-2-carboxylic acid propan-2-yl ester